C(#C)C1=CC(=CC2=CC=CC(=C12)B1OC(C(O1)(C)C)(C)C)O 4-ethynyl-5-(4,4,5,5-tetramethyl-1,3,2-dioxaborolan-2-yl)naphthalen-2-ol